5-(1-(8-bromoquinoxalin-6-yl)-3-methylcyclobutyl)-4-methyl-4H-1,2,4-triazole-3-thiol BrC=1C=C(C=C2N=CC=NC12)C1(CC(C1)C)C=1N(C(=NN1)S)C